(4-(2-((((9H-fluoren-9-yl)methoxy)carbonyl)amino)acetamido)phenyl)((2S,4R)-2-methyl-1-propionyl-1,2,3,4-tetrahydroquinolin-4-yl)carbamate C1=CC=CC=2C3=CC=CC=C3C(C12)COC(=O)NCC(=O)NC1=CC=C(C=C1)OC(N[C@@H]1C[C@@H](N(C2=CC=CC=C12)C(CC)=O)C)=O